β-(3,4-epoxycyclohexyl)-ethyltriethoxysilane C1(CC2C(CC1)O2)CC[Si](OCC)(OCC)OCC